C(CC(=C)C)C=1C=C(C=CC(=O)O)C=C(C1O)CCC(=C)C 3,5-diisopentenyl-4-hydroxycinnamic acid